C(C)(C)(C)S(=O)\N=C(/C)\C1=CC=C(C=N1)S(=O)(=O)N (E)-6-(1-((tert-butylsulfinyl)imino)ethyl)pyridine-3-sulfonamide